(S)-2-(amino(1-(phenylsulfonyl)-1H-indol-2-yl)methyl)-4-fluorophenol N[C@@H](C1=C(C=CC(=C1)F)O)C=1N(C2=CC=CC=C2C1)S(=O)(=O)C1=CC=CC=C1